3-Mercapto-5,6,7,8-tetrahydronaphthalen-1-ol SC=1C=C(C=2CCCCC2C1)O